C1(CCCCC1)C(CCN1CCOCC1)N1N=CC=C1 4-(3-cyclohexyl-3-(1H-pyrazol-1-yl)propyl)morpholine